1-[3-[2-(dimethylamino)ethyl]-1H-indol-4-yl]ethan-1-one CN(CCC1=CNC2=CC=CC(=C12)C(C)=O)C